BrC1=CC=CC=C1C=O 6-bromobenzaldehyde